ClC1=CC=C(CN2CNC(C3=C2C=C(C=N3)N3CCOCC3)=S)C=C1 1-(4-Chlorobenzyl)-7-(morpholin-4-yl)-4-sulfanylidene-3,4-dihydropyrido[3,2-d]pyrimidin